2-((tert-butoxycarbonyl)amino)-3-(1-methyl-1H-pyrazol-3-yl)propanoic acid C(C)(C)(C)OC(=O)NC(C(=O)O)CC1=NN(C=C1)C